5-((3-fluoropyridin-2-yl)methoxy)-N-(4-(hydroxymethyl)tetrahydro-2H-pyran-4-yl)-2-methylbenzofuran-3-carboxamide FC=1C(=NC=CC1)COC=1C=CC2=C(C(=C(O2)C)C(=O)NC2(CCOCC2)CO)C1